2-(2-(5-(isoquinolin-4-ylamino)pyrazolo[1,5-a]pyridine-3-carbonyl)-2-azaspiro[3.3]hept-6-yl)-N-methylacetamide C1=NC=C(C2=CC=CC=C12)NC1=CC=2N(C=C1)N=CC2C(=O)N2CC1(C2)CC(C1)CC(=O)NC